tert-butyl (3-((5-fluoro-2-((4-(2-methoxyethoxy)phenyl)amino)pyrimidin-4-yl)amino)propyl)carbamate FC=1C(=NC(=NC1)NC1=CC=C(C=C1)OCCOC)NCCCNC(OC(C)(C)C)=O